F[C@@H]1C[C@@H](NC1)COC=1C=CC(=C(C(=O)NC2(CC2)C2=CC=CC3=CC=CC=C23)C1)C 5-(((2R,4R)-4-fluoropyrrolidin-2-yl)methoxy)-2-methyl-N-(1-(naphthalen-1-yl)cyclopropyl)benzamide